CC=1NN(C(C1)=O)C=1CC(C=CC1)=S(=O)=O 3-methyl-1-(3-sulfonylphenyl)-pyrazol-5-one